C(C)(=O)OCC1=NC(=C(C2=CC=C(C=C12)OC1=CC=CC=C1)O)C(=O)OC methyl 1-(acetoxymethyl)-4-hydroxy-7-phenoxyisoquinoline-3-carboxylate